BrC1=CC(=CC2=CC=C3C(=C12)C(CC3)C)O 9-bromo-1-methyl-2,3-dihydro-1H-cyclopenta[a]naphthalen-7-ol